2-chloro-4-[(2-methyl-3-chlorobenzyl)amino]pyrimidin-5-carboxamide ClC1=NC=C(C(=N1)NCC1=C(C(=CC=C1)Cl)C)C(=O)N